C(C1=CC=CC=C1)N1CCC2(CC(NC2=O)(C)C)CC1 8-benzyl-3,3-dimethyl-2,8-diazaspiro[4.5]decan-1-one